C(#N)C1=CC(=CC=2N=C(OC21)C=2C(=C(C=CC2)C2=C(C(=CC=C2)C=2SC=1CN(CCC1N2)CCO)C)C)CN2C[C@H](CC2)C(=O)O (S)-1-((7-cyano-2-(3'-(5-(2-hydroxyethyl)-4,5,6,7-tetrahydrothiazolo[5,4-c]pyridin-2-yl)-2,2'-dimethyl-[1,1'-biphenyl]-3-yl)benzo[d]oxazol-5-yl)methyl)pyrrolidine-3-carboxylic acid